tert-Butyl 3-(6,7-difluoro-1-benzofuran-3-yl)-5,6-dihydro-2H-pyridine-1-carboxylate FC1=C(C2=C(C(=CO2)C=2CN(CCC2)C(=O)OC(C)(C)C)C=C1)F